CN1N(C=CC1)C 1,2-dimethylpyrazoline